N,5-dimethyl-N-pyridazin-4-yl-1-(2,2,2-trifluoro-1-methyl-ethyl)pyrazole-4-carboxamide CN(C(=O)C=1C=NN(C1C)C(C(F)(F)F)C)C1=CN=NC=C1